ClC1=CC=C(CNC(=O)C2=NN(C=3C(N(CCC32)CC3(CC3)S(=O)(=O)C3CC3)=O)C)C=C1 N-(4-Chlorobenzyl)-6-((1-(cyclopropylsulfonyl)cyclopropyl)methyl)-1-methyl-7-oxo-4,5,6,7-tetrahydro-1H-pyrazolo[3,4-c]pyridine-3-carboxamide